ClC=1C=CC(=C(C1)C1=CC(=C(N=N1)C)NC1=CC(=NC=C1)NC(=O)CN1CCN(CC1)CC(=O)OC)F methyl 2-(4-{[(4-{[6-(5-chloro-2-fluorophenyl)-3-methylpyridazin-4-yl]amino}pyridin-2-yl)carbamoyl]methyl}piperazin-1-yl)acetate